ClC=1C=2CC=3N(C2C=CC1)C(C1=C(N3)N=CC=C1)=O 10-Chloropyrido[2',3':4,5]pyrimido[1,2-a]indol-5(11H)-one